(5-amino-7-methoxyimidazo[1,2-c]quinazolin-2-yl)(2,5-dimethylpyrrolidin-1-yl)methanone NC1=NC=2C(=CC=CC2C=2N1C=C(N2)C(=O)N2C(CCC2C)C)OC